CC1=CC(=NC=C1[N+](=O)[O-])NC(OC(C)(C)C)=O tert-Butyl (4-methyl-5-nitropyridin-2-yl)carbamate